N[C@@H]1CN(CC[C@@H]1F)C1=NC2=C(N1CC(=O)N1CCC1)C=CC(=C2)C#N 2-((3R,4S)-3-amino-4-fluoro-1-piperidinyl)-1-(2-(1-azetidinyl)-2-oxoethyl)-1H-benzimidazole-5-carbonitrile